C(C(C)C)P(C1=C(SC(=C1P(CC(C)C)CC(C)C)C(C)C)C(C)C)CC(C)C 3,4-bis(di-isobutylphosphino)-2,5-diisopropylthiophene